ClC=1C(=CC2=C(C[C@](O2)(C2=CC=CC=C2)CNC(OC(C)(C)C)=O)C1B1OC(C(O1)(C)C)(C)C)F Tert-butyl (S)-((5-chloro-6-fluoro-2-phenyl-4-(4,4,5,5-tetramethyl-1,3,2-dioxaborolan-2-yl)-2,3-dihydrobenzofuran-2-yl)methyl)carbamate